CN(C)[Sn](C)(C)C (dimethyl-amino)trimethyl-tin